(1R,3R)-1-((R)-1,1-dimethylethylsulfinylamino)-3-hydroxy-8-azaspiro[4.5]decane-8-carboxylic acid tert-butyl ester C(C)(C)(C)OC(=O)N1CCC2(C[C@H](C[C@H]2N[S@](=O)C(C)(C)C)O)CC1